cysteinyl-aspartate N[C@@H](CS)C(=O)N[C@@H](CC(=O)[O-])C(=O)[O-]